N-(3-chloro-4-fluorophenyl)-7-methoxy-6-(3-morpholin-4-ylpropoxy)quinazolin-4-amine ClC=1C=C(C=CC1F)NC1=NC=NC2=CC(=C(C=C12)OCCCN1CCOCC1)OC